C(C)(C)(C)OC(=O)N(C(OC(C)(C)C)=O)C1=C(C(=C(C=C1)F)C=O)F tert-butyl (tert-butoxycarbonyl)(2,4-difluoro-3-formylphenyl)carbamate